(3S)-5-chloro-N-(3-{2-[(1-ethylpiperidin-4-yl)amino]-5-fluoroquinazolin-6-yl}-2,4-difluorophenyl)-3-hydroxy-2,3-dihydro-1-benzofuran-7-sulfonamide ClC=1C=C(C2=C([C@@H](CO2)O)C1)S(=O)(=O)NC1=C(C(=C(C=C1)F)C=1C(=C2C=NC(=NC2=CC1)NC1CCN(CC1)CC)F)F